COCCS(N)(CCOC)(F)(F)F Bis(2-methoxyethyl)-aminosulfur Trifluoride